FC(C=1C=2N(C=CC1)N=C(C2)[C@@H]2N(CCC1=C2N=CN1)C(=O)C=1OC(=NN1)C)F (R)-(4-(4-(difluoromethyl)pyrazolo[1,5-a]pyridin-2-yl)-6,7-dihydro-1H-imidazo[4,5-c]pyridin-5(4H)-yl)(5-methyl-1,3,4-oxadiazol-2-yl)methanone